piperazine monohydrobromide salt Br.N1CCNCC1